ClC=1C=C(C=C(C1O)C#N)C(C)(C)C1=CC=C(OCC2=NC(=NC=C2)N(S(=O)(=O)C)CC2=CC=C(C=C2)OC)C=C1 N-[4-[[4-[1-(3-chloro-5-cyano-4-hydroxy-phenyl)-1-methyl-ethyl]phenoxy]methyl]pyrimidin-2-yl]-N-[(4-methoxyphenyl)methyl]methanesulfonamide